FC=1C=C(C=CC1OC1=CC=NC2=CC=C(C=C12)OC)NC(=O)C=1C(N(C(=CC1)C)C1=NC=C(C=C1)F)=O N-[3-Fluoro-4-(6-methoxyquinolin-4-yl)oxyphenyl]-1-(5-fluoropyridin-2-yl)-6-methyl-2-oxopyridine-3-carboxamide